FC=1C=C(CN)C=C(C1)F 3,5-difluorobenzyl-amine